methyl-3-(3-amino-3-carboxypropyl)pseudouridine tert-butyl-((3R,4S)-1-(5-(3-cyano-6-ethoxypyrazolo[1,5-a]pyridin-4-yl)pyridin-2-yl)-4-hydroxypyrrolidin-3-yl)carbamate C(C)(C)(C)N(C(=O)OC[C@@H]1[C@H]([C@H]([C@@](O1)(C1=CNC(=O)N(C1=O)CCC(C(=O)O)N)C)O)O)[C@@H]1CN(C[C@@H]1O)C1=NC=C(C=C1)C=1C=2N(C=C(C1)OCC)N=CC2C#N